tert-Butyl 4-[6-(2,8-dimethylimidazo[1,2-b]pyridazin-6-yl)-4-fluoro-1,3-benzothiazol-2-yl]piperidine-1-carboxylate CC=1N=C2N(N=C(C=C2C)C2=CC3=C(N=C(S3)C3CCN(CC3)C(=O)OC(C)(C)C)C(=C2)F)C1